Methyl 5-chloro-4-(2,4-dioxotetrahydropyrimidin-1(2H)-yl)-6-methylpicolinate ClC=1C(=CC(=NC1C)C(=O)OC)N1C(NC(CC1)=O)=O